C(C)C1=CN=C(S1)NC([C@@H](C)C1=CC(=CC=C1)C=1C=NC(=CC1)NS(=O)(=O)C=C)=O (S)-N-(5-ethylthiazol-2-yl)-2-(3-(6-(ethenesulfonamido)pyridin-3-yl)phenyl)propionamide